1-[7-(3,5-dimethylisoxazol-4-yl)-4-phenyl-4,5-dihydroimidazo[1,5,4-de][1,4]benzoxazin-2-yl]piperidin-3-ol CC1=NOC(=C1C1=CC=C2C=3N(C(COC31)C3=CC=CC=C3)C(=N2)N2CC(CCC2)O)C